C(C1=CC=CC=C1)SC=1C=C(C=2N(C1)C(=NC2)C(=O)NNC(C(F)F)=O)F 6-(benzylsulfanyl)-N'-(2,2-difluoroacetyl)-8-fluoroimidazo[1,5-a]pyridine-3-carbohydrazide